CN1C2=C(C=3C=CC(=CC13)OC1=NC(=CC=C1)[N+](=O)[O-])C=NN(C2=O)CC2=CC(=CC=C2)[N+](=O)[O-] 5-methyl-3-(3-nitrobenzyl)-7-((6-nitropyridin-2-yl)oxy)-3,5-dihydro-4H-pyridazino[4,5-b]indol-4-one